C1(CCCCC1)C(=O)OC=S(=O)=O sulfonylmethyl cyclohexanecarboxylate